FC(COCCC(F)(F)F)(F)F (2,2,2-trifluoroethyl)(3,3,3-trifluoro-n-propyl)ether